OC1=C2C(=CC3=C1C(C(=CO3)C3=CC=C(C=C3)O)=O)OC(C2)C(C)(C)O 2,3-dihydro-4-hydroxy-2-(1-hydroxy-1-methylethyl)-6-(4-hydroxyphenyl)-5H-furo[3,2-G][1]benzopyran-5-one